ClC1=C(C=C(C#N)C=C1)[N+](=O)[O-] 4-chloro-3-nitrobenzonitrile